N-(4-(2-chlorophenyl)thiazol-2-yl)-5-(6-(2-methoxyacetyl)-2,6-diazaspiro[3.3]heptan-2-yl)picolinamide ClC1=C(C=CC=C1)C=1N=C(SC1)NC(C1=NC=C(C=C1)N1CC2(C1)CN(C2)C(COC)=O)=O